C1(CC1)C=1C=2C(=C3C(=NC2C(N2C1SC(CC2C(=O)O)C2=C(C=CC=C2)[N+](=O)[O-])=O)C2=CC=C(C=C2OC3)[N+](=O)[O-])C3=CC=CC=C3 8-cyclopropyl-3-nitro-10-(2-nitrophenyl)-14-oxo-7-phenyl-10,11,12,14-tetrahydro-6H-chromeno[4,3-b][1,3]thiazino[2,3-g][1,7]naphthyridine-12-carboxylic acid